NC1=NC=C(C=C1C=1C=C2CNC(C2=CC1)=O)Br 5-(2-amino-5-bromopyridin-3-yl)isoindolin-1-one